C(C1=CC=CC=C1)N1C=2C=CC(=NC2CCC1=O)NC(OC(C)(C)C)=O tert-butyl N-(5-benzyl-6-oxo-7,8-dihydro-1,5-naphthyridin-2-yl)carbamate